C1(CCCCC1)NC=1C=C(C(NC1C(F)(F)F)=O)C(=O)NC1C2=CC=C(C=C2S(C=2C=C(C=CC12)C)(=O)=O)C 5-(cyclohexylamino)-N-(3,6-dimethyl-10,10-dioxido-9H-thioxanthen-9-yl)-2-oxo-6-(trifluoromethyl)-1,2-dihydropyridine-3-carboxamide